ClC1=CC2=C(N=N1)C(=NC(N2CC2=C(C=C(C=C2)C)C)=O)N2C[C@@]1(CC[C@H](C2)N1C(=O)OC(C)(C)C)C tert-butyl (1S,5R)-3-(3-chloro-5-(2,4-dimethylbenzyl)-6-oxo-5,6-dihydropyrimido[5,4-c]pyridazin-8-yl)-1-methyl-3,8-diazabicyclo[3.2.1]octane-8-carboxylate